1H-pyrazolo[3,4-d]Pyrimidin-6-amine N1N=CC=2C1=NC(=NC2)N